3-((1-((4-chloro-1-methyl-1H-pyrazol-5-yl)methyl)-3-oxoisoindolin-2-yl)methyl)-1-hydroxycyclobutane-1-carbonitrile ClC=1C=NN(C1CC1N(C(C2=CC=CC=C12)=O)CC1CC(C1)(C#N)O)C